ethyl phosphite bromide [Br-].P(OCC)([O-])[O-]